N-({4-amino-1H,3H-furo[3,4-c]quinolin-7-yl}methyl)-2-cyclopropyl-N-(2-methyl-3-oxo-2,3-dihydro-1H-isoindol-4-yl)pyrimidine-5-carboxamide NC1=NC=2C=C(C=CC2C2=C1COC2)CN(C(=O)C=2C=NC(=NC2)C2CC2)C2=C1C(N(CC1=CC=C2)C)=O